2-{N-Methyl-2-[methyl(piperidin-4-yl)amino]acetamido}-N-[6-(trifluoromethoxy)-1,3-benzothiazol-2-yl]acetamide CN(C(CN(C1CCNCC1)C)=O)CC(=O)NC=1SC2=C(N1)C=CC(=C2)OC(F)(F)F